C(CCCC)(=O)OC1=C(C=C(C(=C1)O)C(C)(C)C)C(C)(C)C 5-hydroxy-2,4-di-tert-butylphenyl valerate